(3-Benzyl-5-(2,6-difluorophenyl)pyrazin-2-yl)phenylalanin C(C1=CC=CC=C1)C=1C(=NC=C(N1)C1=C(C=CC=C1F)F)N[C@@H](CC1=CC=CC=C1)C(=O)O